5-cyclobutylsulfanyl-1H-pyrrolo[2,3-b]pyridine C1(CCC1)SC=1C=C2C(=NC1)NC=C2